4-amino-2-nitrobenzoate NC1=CC(=C(C(=O)[O-])C=C1)[N+](=O)[O-]